FC1([C@@H]([C@H](CCC1)N1CCN(CCC1)C(C)C)N)F (1R,6S)-2,2-difluoro-6-[4-(propan-2-yl)-1,4-diazepan-1-yl]cyclohexan-1-amine